5'-(acrylamidomethyl)-2'-(4-fluorophenyl)-[2,4'-bipyridin]-6-carboxamide C(C=C)(=O)NCC=1C(=CC(=NC1)C1=CC=C(C=C1)F)C1=NC(=CC=C1)C(=O)N